C1(CCCCC1)C1=NOC(C1)C(=O)OCC ethyl 3-cyclohexyl-4,5-dihydroisoxazole-5-carboxylate